[C]=O.[Pd].[Pt] platinum-palladium carbon monoxide